methyl 2,2-dimethyl-3'-hexyl-5-phenyl-2,3-dihydrospiro[imidazole-4,1'-indene]-2'-carboxylate CC1(N=C(C2(C(=C(C3=CC=CC=C23)CCCCCC)C(=O)OC)N1)C1=CC=CC=C1)C